C(CC(C)C)SC(CCCCCCCCCC)C=1C(=C2C(C=CC(C2=C(C1)OC)=NO)=NO)OC 6-(1-isopentylthioundecyl)-5,8-dimethoxy-1,4-naphthalenedione dioxime